boron L-phenylalanine methyl ester COC([C@@H](N)CC1=CC=CC=C1)=O.[B]